BrC1=CN=C2C(=N1)N(C(=N2)C2=NC(=CC=C2)OCC)C2=C(C=CC=C2OC)OC 6-bromo-1-(2,6-dimethoxyphenyl)-2-(6-ethoxypyridin-2-yl)-1H-imidazo[4,5-b]pyrazine